(S)-(2-hydroxy-1-(4-methoxyphenyl)ethyl)carbamic acid tert-butyl ester C(C)(C)(C)OC(N[C@H](CO)C1=CC=C(C=C1)OC)=O